2-(1-cyclobutyl-5-acetamido-1H-1,3-benzodiazol-2-yl)-5-hydroxy-1-Methyl-N-(1,2-oxazol-4-yl)-6-oxo-1,6-dihydropyrimidine-4-carboxamide C1(CCC1)N1C(=NC2=C1C=CC(=C2)NC(C)=O)C=2N(C(C(=C(N2)C(=O)NC=2C=NOC2)O)=O)C